BrC=1C(=NN(C1)C1CCC(CC1)=O)C(F)F 4-(4-bromo-3-(difluoromethyl)-1H-pyrazol-1-yl)cyclohexan-1-one